N,N-bis(stearoyl-oxy-ethyl)N-(2-hydroxyethyl)-N-methyl-ammonium methyl-sulfate COS(=O)(=O)[O-].C(CCCCCCCCCCCCCCCCC)(=O)OCC[N+](C)(CCO)CCOC(CCCCCCCCCCCCCCCCC)=O